menthanecarboxylic acid format C(=O)O.C1(CC(C(CC1)C(C)C)C(=O)O)C